NC1=C(C=CC=C1)N[C@@H](CS)C(=O)O (2-aminophenyl)-L-cysteine